CN(C/C=C/C(=O)O)CC#C (E)-4-(methyl-(prop-2-yn-1-yl)amino)but-2-enoic acid